C(C(C)C)N1CC2(C1)CC(C2)NC2=NN1C(C=N2)=C(C=C1)C=1C=C2C(=NC=NC2=CC1)OC N-(2-isobutyl-2-azaspiro[3.3]heptan-6-yl)-5-(4-methoxyquinazolin-6-yl)pyrrolo[2,1-f][1,2,4]triazin-2-amine